N-((4-Chloro-2,6-diisopropylphenyl)carbamoyl)-piperazin-1-sulfonamid ClC1=CC(=C(C(=C1)C(C)C)NC(=O)NS(=O)(=O)N1CCNCC1)C(C)C